N-OCTANAL CCCCCCCC=O